BrC=1C(=C(C=C(C1)C(F)(F)F)C1(CC(=NO1)C1=CC(=C(C(=O)OC)C=C1)C)C(F)(F)F)F methyl 4-[5-[3-bromo-2-fluoro-5-(trifluoromethyl)phenyl]-5-(trifluoromethyl)-4H-isoxazol-3-yl]-2-methyl-benzoate